4'-methoxy-5,7-dihydroxy-8-propynyl-flavone COC1=CC=C(C=2OC3=C(C(=CC(=C3C(C2)=O)O)O)C#CC)C=C1